Nitrosyl bromid N(=O)Br